FC=1C=C2C=C(NC2=CC1C1=NC=C(N=C1)OC)CNC([C@H](O)C)=O N-{[5-fluoro-6-(5-methoxy-2-pyrazinyl)-2-indolyl]methyl}(R)-lactamide